2-(2H-benzotriazole-2-yl)-4,6-bis(1-methyl-1-phenyl-ethyl)phenol N=1N(N=C2C1C=CC=C2)C2=C(C(=CC(=C2)C(C)(C2=CC=CC=C2)C)C(C)(C)C2=CC=CC=C2)O